C1=CC2=C3C(NCCC(N13)=O)=NC=N2 7,8-dihydro-3,5,6,9a-tetraazabenzo[cd]azulene-9(6H)-one